N-[(2-amino-3-fluoroquinolin-7-yl)methyl]-N-(5-chloro-2-methanesulfonylphenyl)-6-methylpyridine-3-carboxamide NC1=NC2=CC(=CC=C2C=C1F)CN(C(=O)C=1C=NC(=CC1)C)C1=C(C=CC(=C1)Cl)S(=O)(=O)C